3,5-bisMethylpiperazine citrate C(CC(O)(C(=O)O)CC(=O)O)(=O)O.CC1CNCC(N1)C